diethyl 2-cyano-2,3-diisopentylsuccinate C(#N)C(C(=O)OCC)(C(C(=O)OCC)CCC(C)C)CCC(C)C